C(#N)C1=CC(=NC=C1)OC[C@@H]1CC[C@H](CC1)C(=O)N1OCC[C@H]1C=1C=NC=C(C#N)C1 trans-5-((S)-2-(4-(((4-cyanopyridin-2-yl)oxy)methyl)cyclohexane-1-carbonyl)isoxazolidin-3-yl)nicotinonitrile